N=1C=CN2C1C=C(C=C2)C(COC)(C)O 2-imidazo[1,2-a]pyridin-7-yl-1-methoxy-propan-2-ol